Succinylhomoserin(thiol) C(CCC(=O)O)(=O)N[C@@H](CCO)CS